FC(C=1C=NC(=NC1)C1=NOC(=N1)C1CCC(CC1)CNC(OCCCC)=O)(F)F butyl {[(1r,4r)-4-{3-[5-(trifluoromethyl)pyrimidin-2-yl]-1,2,4-oxadiazol-5-yl}cyclohexyl]methyl}carbamate